5-fluoro-3-(isoquinolin-4-yl)-6-(trifluoromethyl)quinazoline-2,4(1H,3H)-dione FC1=C2C(N(C(NC2=CC=C1C(F)(F)F)=O)C1=CN=CC2=CC=CC=C12)=O